C1(=CC=CC=C1)C=1N=CC(=NC1C1=CC=CC=C1)N1CC(CCC1)OCC(=O)O 2-((1-(5,6-diphenyl-pyrazin-2-yl)piperidin-3-yl)oxy)acetic acid